C1(=CC=CC=C1)CC(C)C1=NN=C(S1)NS(=O)=O.[Na] sodium N-[5-(1-phenylpropan-2-yl)-1,3,4-thiadiazol-2-yl]sulfonamide